methyl (E)-3-(3-(N-((4'-(dimethylamino)-[1,1'-biphenyl]-4-yl)methyl-d)benzamido)phenyl)acrylate CN(C1=CC=C(C=C1)C1=CC=C(C=C1)C(N(C(C1=CC=CC=C1)=O)C=1C=C(C=CC1)/C=C/C(=O)OC)[2H])C